ClC1=C(C=NNC(N)=N)C(=CC=C1)Cl 2-(2,6-Dichlorobenzylidene)hydrazinecarboximidamide